ClC1=CN=CN1CC1=CC(C(=C(N1CC)C1=CC(=C(C=C1)Cl)Cl)C(=O)OCC)=O ethyl 6-[(5-chloroimidazol-1-yl)methyl]-2-(3,4-dichlorophenyl)-1-ethyl-4-oxo-pyridine-3-carboxylate